6-chloro-N-{3-[2-(4-chloro-3-fluorophenoxy)acetamido]bicyclo[1.1.1]pentan-1-yl}-4-[1-(trifluoromethyl)cyclopropane-1-carbonyl]-3,4-dihydro-2H-1,4-benzoxazine-2-carboxamide ClC=1C=CC2=C(N(CC(O2)C(=O)NC23CC(C2)(C3)NC(COC3=CC(=C(C=C3)Cl)F)=O)C(=O)C3(CC3)C(F)(F)F)C1